methoxymethyl-trimethyl-silane COC[Si](C)(C)C